CC1=NC=CC=C1S(=O)(=O)N methyl-pyridine-3-sulfonamide